7-(diethylamino)-4-(trifluoromethyl)coumarin C(C)N(C1=CC=C2C(=CC(OC2=C1)=O)C(F)(F)F)CC